5-[(3-bromophenyl)methyl]-2H-1,2,3,4-tetrazole BrC=1C=C(C=CC1)CC=1N=NNN1